[F-].OCC[N+](CC)(CC)CC (2-hydroxyethyl)triethyl-ammonium fluoride